O=C(CNC(OC(C)(C)C)=O)NC1=C(C=CC=C1)SC1=CC=CC=C1 tert-butyl (2-oxo-2-((2-(phenylthio)phenyl)amino)ethyl)carbamate